C(C)(=O)C1=CC=C(C=C1)N=NC(C(=O)N)=C1NC(CC2=CC=CC=C12)(C)C 2-[2-(4-Acetylphenyl)diazenyl]-2-(3,4-dihydro-3,3-dimethyl-1(2H)-isoquinolinylidene)acetamide